O1C=C(C2=C1C=CC=C2)C(=O)N2CC1(CC2)C(NC(CC1)=O)=O 2-(benzofuran-3-carbonyl)-2,7-diazaspiro[4.5]decane-6,8-dione